5-(cyclopropylmethyl)-4-(6-cyclopropylpyridin-3-yl)-7-isopropyl-2-(2-methyl-2H-indazol-5-yl)-2,5-dihydro-3H-pyrrolo[3,2-c]pyridazin-3-one C1(CC1)CN1C=C(C2=NN(C(C(=C21)C=2C=NC(=CC2)C2CC2)=O)C2=CC1=CN(N=C1C=C2)C)C(C)C